7-methyl-2-((4-methyl-6-(trifluoromethoxy)pyridin-3-yl)amino)-9-(tetrahydro-2H-pyran-4-yl)-7,9-dihydro-8H-purin CN1CN(C2=NC(=NC=C12)NC=1C=NC(=CC1C)OC(F)(F)F)C1CCOCC1